C(#N)C1=CC(=C(C=C1)NS(=O)(=O)C1=CNC(=C1)C1=NC=C(C=C1)C)F N-(4-cyano-2-fluorophenyl)-5-(5-methylpyridin-2-yl)-1H-pyrrole-3-sulfonamide